C(C)OC(CN1C(C(=C(C2=CC(=CN=C12)C1=CC=C(C=C1)F)O)C(=O)NC1(CCCCC1)CO)=O)OCC 1-(2,2-diethoxyethyl)-6-(4-fluorophenyl)-4-hydroxy-N-(1-(hydroxymethyl)cyclohexyl)-2-oxo-1,2-dihydro-1,8-naphthyridine-3-carboxamide